(R)-methyl 4-((5S,8R,9S,10S,13R,14S,17R)-10,13-dimethyl-3-oxohexadecahydro-1H-cyclopenta[a]phenanthren-17-yl)pentanoate C[C@]12[C@H]3CC[C@@]4([C@H](CC[C@H]4[C@@H]3CC[C@H]2CC(CC1)=O)[C@@H](CCC(=O)OC)C)C